C(CCC)C=1C=C(C=CC1O)C(CCCCCCCC)C1=CC(=C(C=C1)O)CCCC 1,1-bis(3-butyl-4-hydroxyphenyl)nonane